4-[hydroxy(methyl)phosphino]-DL-homoalanine OP(CC[C@H](N)C(=O)O)C |r|